N1C(=NC2=C1C=CC=C2)C2=CC=C(S2)C2=NC1=C(N2CC(CO)O)C=CC=C1 3-(2-(5-(1H-benzo[d]imidazol-2-yl)thiophen-2-yl)-1H-benzo[d]imidazol-1-yl)propane-1,2-diol